CC1=NNC=C1CNC(NC1=CC=C(C(=O)OCC)C=C1)=O Ethyl 4-(3-((3-methyl-1H-pyrazol-4-yl)methyl)ureido)benzoate